pregn-5-en-3b-ol-20-one CC(=O)[C@H]1CC[C@@H]2[C@@]1(CC[C@H]3[C@H]2CC=C4[C@@]3(CC[C@@H](C4)O)C)C